C(CC)[Hg] Propylmercury